ClC1=CC=C(C=C1)C=1N=CN(C1C1=CC(=NC=C1)CNC1CCCC1)CC(=O)N1CCNCC1 2-[4-(4-chlorophenyl)-5-{2-[(cyclopentylamino)methyl]pyridin-4-yl}-1H-imidazol-1-yl]-1-(piperazin-1-yl)ethan-1-one